N-(5-((4-(5-Cyano-3-cyclopropyl-2-oxo-2,3-dihydro-1H-benzo[d]imidazol-1-yl)pyrimidin-2-yl)amino)-2-((2-(dimethylamino)ethyl)(methyl)amino)-4-methoxyphenyl)acrylamide C(#N)C1=CC2=C(N(C(N2C2CC2)=O)C2=NC(=NC=C2)NC=2C(=CC(=C(C2)NC(C=C)=O)N(C)CCN(C)C)OC)C=C1